(R)-3-(3-((tert-butyldimethylsilyl)oxy)-2-methylpropoxy)-5-methyl-4-nitro-1H-pyrazole [Si](C)(C)(C(C)(C)C)OC[C@@H](COC1=NNC(=C1[N+](=O)[O-])C)C